C(CCC)N1CN(C(CC1=O)C(=O)N)C(CC(C)(C)C)=O n-butyl-3-(3,3-dimethylbutyryl)-6-oxohexahydropyrimidine-4-carboxamide